(8-methyl-2-(methylthio)-7-oxo-7,8-dihydropyrido[2,3-d]pyrimidin-6-yl)boronic acid CN1C(C(=CC2=C1N=C(N=C2)SC)B(O)O)=O